3,5-Dimethyl-1H-pyrazolo[4,3-d]pyrimidine CC1=NNC2=C1N=C(N=C2)C